ClC1=CC2=C(C=N1)C(=NN2C2=C(C=CC(=C2)Cl)OC(F)F)C(=O)NC2CC(C2)N(C)C 6-Chloro-1-(5-chloro-2-(difluoromethoxy)phenyl)-N-((1s,3s)-3-(dimethylamino)cyclobutyl)-1H-pyrazolo[4,3-c]pyridine-3-carboxamide